1-[3-[2-(azetidin-1-yl)-2-oxo-ethoxy]-6-[5-[(6-methylpyridazin-3-yl)amino]benzimidazol-1-yl]-2-pyridyl]-5-methyl-pyrazole-3-carbonitrile N1(CCC1)C(COC=1C(=NC(=CC1)N1C=NC2=C1C=CC(=C2)NC=2N=NC(=CC2)C)N2N=C(C=C2C)C#N)=O